tributylhexylphosphine 2,2-dimethylhexanoate CC(C(=O)O)(CCCC)C.C(CCC)C(CCCCCP)(CCCC)CCCC